FC1=C(C(=O)N[C@H](C(=O)OC)CC2=CC=C(C3=CC=CC=C23)C2=NC=CC(=C2C(F)(F)F)C)C(=CC(=C1)N[C@@H](C(F)(F)F)CC)F methyl (S)-2-(2,6-difluoro-4-(((R)-1,1,1-trifluorobutan-2-yl)amino) benzamido)-3-(4-(4-methyl-3-(trifluoromethyl)pyridin-2-yl)naphthalen-1-yl)propanoate